CC(C[C@@H](C(=O)N1CCOCC1)NC(O)=O)C (S)-(4-methyl-1-morpholino-1-oxopent-2-yl)carbamic acid